5,6-dimethyl-1H-benzotriazole CC1=CC2=C(NN=N2)C=C1C